n-tridecyl acrylate C(C=C)(=O)OCCCCCCCCCCCCC